(R)-4-(2-(hydroxymethyl)pyrrolidin-1-yl)-1-(o-tolyl)-7-(trifluoromethyl)quinazolin-2(1H)-one OC[C@@H]1N(CCC1)C1=NC(N(C2=CC(=CC=C12)C(F)(F)F)C1=C(C=CC=C1)C)=O